3-(6-Aminopyridin-3-yl)-2-(1-cyclopentyl-1H-imidazol-4-yl)propionic acid NC1=CC=C(C=N1)CC(C(=O)O)C=1N=CN(C1)C1CCCC1